3-(5-(5-cyclopropylpyridin-3-yl)-1,3,4-thiadiazol-2-yl)oxetan C1(CC1)C=1C=C(C=NC1)C1=NN=C(S1)C1COC1